The molecule is alkaline earth metal atom with atomic number 4. It has a role as a carcinogenic agent, an adjuvant and an epitope. It is an alkaline earth metal atom and a metal allergen. [Be]